1-tert-butylcarbazole C(C)(C)(C)C1=CC=CC=2C3=CC=CC=C3NC12